(R)-6-chloro-7-(2-(((3-chloropyridin-2-yl)oxy)methyl)pyrrolidin-1-yl)-1-(2-(2-methoxy-ethyl)-2-azaspiro[3.3]heptan-6-yl)-4-oxo-1,4-dihydroquinoline-3-carboxylic acid ClC=1C=C2C(C(=CN(C2=CC1N1[C@H](CCC1)COC1=NC=CC=C1Cl)C1CC2(CN(C2)CCOC)C1)C(=O)O)=O